cyano-2,3-dioxan acetate C(C)(=O)O.C(#N)C1OOCCC1